FC=1C=C(C=C(C1)F)[C@@H](C)N (R)-1-(3,5-difluorophenyl)ethane-1-amine